N-(3-chloro-4-fluorophenyl)-4-((4r,5'r)-2,5-dioxohexahydro-1'H-spiro[imidazolidine-4,2'-pentalen]-5'-yl)-1-methyl-1H-imidazole-5-carboxamide ClC=1C=C(C=CC1F)NC(=O)C1=C(N=CN1C)C1CC2CC3(CC2C1)NC(NC3=O)=O